ClC1=NC=2CCNCC2C=C1 2-chloro-5,6,7,8-tetrahydro-1,6-naphthyridine